OC1CC(NC(C1)C)C 4-hydroxy-2,6-dimethylpiperidine